C(C)(=O)NC1CC(C1)(C(=O)OC)C methyl trans-3-acetamido-1-methylcyclobutane-1-carboxylate